2-chloro-9-(tetrahydro-2H-pyran-4-yl)-7H-purin-8(9H)-one ClC1=NC=C2NC(N(C2=N1)C1CCOCC1)=O